3-(5-(4-(4-(4-((1R,2S)-6-hydroxy-2-phenyl-1,2,3,4-tetrahydronaphthalen-1-yl)phenyl)piperazine-1-carbonyl)piperidin-1-yl)-1-oxoisoindolin-2-yl)piperidine-2,6-dione OC=1C=C2CC[C@@H]([C@@H](C2=CC1)C1=CC=C(C=C1)N1CCN(CC1)C(=O)C1CCN(CC1)C=1C=C2CN(C(C2=CC1)=O)C1C(NC(CC1)=O)=O)C1=CC=CC=C1